NC1=NC=C(C(N1)=O)[N+](=O)[O-] 2-amino-5-nitropyrimidin-4(3H)-one